ClC1=C(OC(C(=O)O)(F)F)C=CC(=C1)C(NC1=C(SC=C1)C(NCCC1=C(C=CC=C1)OC)=O)=O 2-(2-chloro-4-((2-((2-methoxyphenethyl)carbamoyl)thiophen-3-yl)carbamoyl)phenoxy)-2,2-difluoroacetic acid